CC1(C2CC3CC(CC1C3)C2)OC(=O)C(C)(C)OC(=O)C2C3C=CC(C2)C3 5-(2-(2-methyl-2-adamantyloxycarbonyl)-2-propoxycarbonyl)-bicyclo[2.2.1]hept-2-ene